C1(=CC=CC=C1)C=1N=C2N(C(=CC=C2)CC2=CC=CC=C2)C1 2-phenyl-5-benzyl-imidazo[1,2-a]pyridine